N1(CCNCC1)C(=O)OC(C)(C1=CC=C(C=C1)C1=CC=CC=C1)C [1-methyl-1-(4-phenyl phenyl)ethyl] piperazine-1-carboxylate